N-(((2S,5R)-6-hydroxy-7-oxo-1,6-diazabicyclo[3.2.1]oct-2-yl)(imino)methyl)-2-(piperidin-1-yl)acetamide ON1[C@@H]2CC[C@H](N(C1=O)C2)C(NC(CN2CCCCC2)=O)=N